1-(3-(3-(6-(trifluoromethyl)pyridin-3-yl)-1H-indazol-1-yl)pyrrolidin-1-yl)prop-2-en-1-one FC(C1=CC=C(C=N1)C1=NN(C2=CC=CC=C12)C1CN(CC1)C(C=C)=O)(F)F